The molecule is a monocarboxylic acid consisting of 2-(2-hydroxyphenyl)-4,5-dihydrothiazole having a carboxy group at the 4-position. It is a monocarboxylic acid and an imidothioate. C1C(N=C(S1)C2=CC=CC=C2O)C(=O)O